2-[6-(azetidin-3-yl)pyridazin-3-yl]-5-2-methylimidazo[1,2-a]pyridin-6-ylphenol hydrochloride Cl.N1CC(C1)C1=CC=C(N=N1)C1=C(C=C(C=C1)C=1C=CC=2N(C1)C=C(N2)C)O